BrC(C(=O)NC1=CC=C(C=C1)S(NC(C)C)(=O)=O)C 2-bromo-N-(4-(N-isopropylsulfamoyl)phenyl)propanamide